ClC1=CC(=C(OC(C(=O)O)(C)C)C=C1)F 2-(4-chloro-2-fluorophenoxy)-2-methylpropanoic acid